BrC1=CC=C(C=C1)C#CC1=CC=C(C=O)C=C1 4-((4-bromophenyl)ethynyl)benzaldehyde